2-(4-(6-((4-chloro-2-fluorobenzyl) oxy) pyridin-2-yl) piperidin-1-yl)-2-cyclopropylacetate ClC1=CC(=C(COC2=CC=CC(=N2)C2CCN(CC2)C(C(=O)[O-])C2CC2)C=C1)F